(S)-N-(1-(4-Bromophenyl)-2,2,2-trifluoroethyl)-N-methyl-1-(methylsulfonyl)azetidine-3-carboxamide BrC1=CC=C(C=C1)[C@@H](C(F)(F)F)N(C(=O)C1CN(C1)S(=O)(=O)C)C